N1=CC=C(C=C1)N1CCCCC1 1-(pyridin-4-yl)piperidine